1,5-Di-iodopentane ICCCCCI